methyl ((1r,4r)-4-(4-(isopropylamino)-6-(pyridin-4-yl)pyrrolo[1,2-b]pyridazine-3-carboxamido)cyclohexyl)carbamate C(C)(C)NC=1C=2N(N=CC1C(=O)NC1CCC(CC1)NC(OC)=O)C=C(C2)C2=CC=NC=C2